4-bromo-2-Octyl-4-isothiazolin-3-one BrC=1C(N(SC1)CCCCCCCC)=O